CS(=O)(=O)N1CCC(CC1)NC1=NN2C=NC(=C(C2=N1)N1CCCCC1)C=1C=NNC1 N-(1-(methylsulfonyl)piperidin-4-yl)-8-(piperidin-1-yl)-7-(1H-pyrazol-4-yl)-[1,2,4]triazolo[1,5-c]pyrimidin-2-amine